C3-amino-1-methyl-4-propyl-1H-pyrrole-2-carboxamide NC1=C(N(C=C1CCC)C)C(=O)N